C1(=C(C=CC=C1)C=1C=C(C(=O)OO)C=CC1)C M-toluyl-peroxybenzoic acid